(R)-1-(3-(1-amino-7-((3,5-dimethoxyphenyl)ethynyl)pyrrolo[1,2-c]pyrimidin-5-yl)pyrrolidin-1-yl)prop-2-en-1-one NC1=NC=CC=2N1C(=CC2[C@@H]2CN(CC2)C(C=C)=O)C#CC2=CC(=CC(=C2)OC)OC